BrC1=C(C=C(C2=C1N(C=N2)C(F)F)C2=CC=C(C=C2)OC(F)(F)F)CBr 7-bromo-6-(bromomethyl)-1-(difluoromethyl)-4-[4-(trifluoromethoxy)phenyl]benzimidazole